N1CCC2=CC(=CC=C12)[C@H]1[C@@H](C1)N trans-2-(indolin-5-yl)cyclopropylamine